4-((8-(4-(4-(6-amino-5-((R)-1-(2,6-dichloro-3-fluorophenyl)ethoxy)pyridin-3-yl)-1H-pyrazol-1-yl)piperidin-1-yl)-8-oxooctyl)oxy)-2-(2,6-dioxopiperidin-3-yl)isoindoline-1,3-dione NC1=C(C=C(C=N1)C=1C=NN(C1)C1CCN(CC1)C(CCCCCCCOC1=C2C(N(C(C2=CC=C1)=O)C1C(NC(CC1)=O)=O)=O)=O)O[C@H](C)C1=C(C(=CC=C1Cl)F)Cl